N[C@@H]1CC[C@H](CC1)N(C(=O)NCC)C1=NC=C(N=C1)C=1C=NC(=NC1)OC 1-(trans-4-aminocyclohexyl)-3-ethyl-1-(5-(2-methoxypyrimidin-5-yl)pyrazin-2-yl)urea